C(C)(C)NC(O[C@H]1C[C@H](CC1)C=1NN=C(C1)NC(COC1=C(C(=C(C=C1)C)OC)C=O)=O)=O (1R,3S)-3-{5-[2-(2-formyl-3-methoxy-4-methylphenoxy)acetamido]-2H-pyrazol-3-yl}cyclopentyl N-isopropylcarbamate